FC=1C=CC(=C(C1)CC(=O)O)NC(C1=CC(=C(C=C1)N1CCCCC1)NC(=O)C1=NN(C2=CC=C(C=C12)OC)CC(F)(F)F)=O 2-(5-fluoro-2-(3-(5-methoxy-1-(2,2,2-trifluoroethyl)-1H-indazole-3-carboxamido)-4-(piperidin-1-yl)benzamido)phenyl)acetic acid